C(C)(C)[Mg]Cl isopropylmagnesium chlorid